CC(C(=O)OCOC=1C2=C(N=C(N1)SCC1=C(C=NC=C1Cl)Cl)CCC2)(CCCC(=O)OC(C)(C)C)C 6-tert-butyl 1-(((2-(((3,5-dichloropyridin-4-yl)methyl)thio)-6,7-dihydro-5H-cyclopenta[d]pyrimidin-4-yl)oxy)methyl) 2,2-dimethylhexanedioate